N-methyl-N-(4,6,7-trifluoro-1H-indole-2-carbonyl-3-d)-L-leucine CN([C@@H](CC(C)C)C(=O)O)C(=O)C=1NC2=C(C(=CC(=C2C1[2H])F)F)F